(1-((2-methoxy-6-(trifluoromethyl)pyridin-3-yl)methyl)-1H-pyrazol-4-yl)methylamine hydrochloride Cl.COC1=NC(=CC=C1CN1N=CC(=C1)CN)C(F)(F)F